ethyl 1-(4-(methoxy carbonyl)-2-nitrophenyl)-1H-pyrrole-2-carboxylate COC(=O)C1=CC(=C(C=C1)N1C(=CC=C1)C(=O)OCC)[N+](=O)[O-]